C(CCCCC)(=O)OCC.[Cd].[Ba] barium-cadmium 2-ethyl hexanoate